O[C@H]1[C@@H](O)[C@H](O)[C@@H](O)CO1 α-L-xylopyranose